2-[(Triphenylmethyl)sulfanyl]ethanamine C1(=CC=CC=C1)C(C1=CC=CC=C1)(C1=CC=CC=C1)SCCN